CC(C(=O)N1C[C@H](C[C@H]1C1=CC=CC=C1)CC(=O)[O-])(CC)C (3R,5S)-1-(2,2-dimethylbutanoyl)-5-phenylpyrrolidin-3-ylacetate